methyl 2-fluoro-3-(2-oxo-1,3-dihydroindol-6-yl)prop-2-enoate FC(C(=O)OC)=CC1=CC=C2CC(NC2=C1)=O